2-Trideuteromethylnicotinic acid lithium salt [Li+].[2H]C(C1=C(C(=O)[O-])C=CC=N1)([2H])[2H]